F/C(=C/CNC(OC(C)(C)C)=O)/CO (E)-tert-butyl 3-fluoro-4-hydroxybut-2-enylcarbamate